silver sulfate salt S(=O)(=O)([O-])[O-].[Ag+].[Ag+]